(5-FLUORO-2-FORMYL-PHENYL)-CARBAMIC ACID TERT-BUTYL ESTER C(C)(C)(C)OC(NC1=C(C=CC(=C1)F)C=O)=O